(S,6S)-6-methoxy-N'-(((S)-3-(methoxymethyl)-1,2,3,5,6,7-hexahydro-s-indacen-4-yl)carbamoyl)-6,7-dihydro-5H-pyrazolo[5,1-b][1,3]oxazine-3-sulfonimidamide CO[C@H]1CN2C(OC1)=C(C=N2)[S@](=O)(N)=NC(NC2=C1[C@H](CCC1=CC=1CCCC21)COC)=O